(1-cyclohexylethane-1,1-diyl)dibenzene C1(CCCCC1)C(C)(C1=CC=CC=C1)C1=CC=CC=C1